N-(1-isopropylpiperidin-4-yl)-1,3,4-oxadiazole-2-carboxamide C(C)(C)N1CCC(CC1)NC(=O)C=1OC=NN1